(R)-N-[(4-bromo-3-methoxyphenyl)methylene]-2-methyl-propane-2-sulfinamide BrC1=C(C=C(C=C1)C=N[S@](=O)C(C)(C)C)OC